C(#N)CC(=O)N1C[C@@H]([C@@H](CC1)C)N(C=1C2=C(N=CN1)N(C=C2)C(=O)NC2=CC=C(C=C2)N2CCNCC2)C 4-(((3R,4R)-1-(2-cyanoacetyl)-4-methylpiperidin-3-yl)(methyl)amino)-N-(4-(piperazin-1-yl)phenyl)-7H-pyrrolo[2,3-d]pyrimidine-7-carboxamide